N[C@H](C(=O)N1[C@@H]([C@H]2C([C@H]2C1)(C)C)C(=O)N[C@@H](C[C@H]1C(NC(C1)(C)C)=O)C#N)[C@@H](C)OC1(CCC1)C (1R,2S,5S)-3-[(2S,3R)-2-amino-3-(1-methylcyclobutoxy)butanoyl]-N-[(1S)-1-cyano-2-[(3R)-5,5-dimethyl-2-oxo-pyrrolidin-3-yl]ethyl]-6,6-dimethyl-3-azabicyclo[3.1.0]hexane-2-carboxamide